5-(((1s,4s)-4-((1H-indazol-6-yl)amino)cyclohexyl)amino)-4-bromofuro[2,3-c]pyridine-2-carbonitrile N1N=CC2=CC=C(C=C12)NC1CCC(CC1)NC=1C(=C2C(=CN1)OC(=C2)C#N)Br